N1CCC(CC1)OC1CC(C1)CO [3-(4-piperidyloxy)cyclobutyl]methanol